CN1CC(C1)(C)[C@@](C=1C=C(C=NC1)C1=NOC(=N1)C1CC(N(C(C1)=O)C)=O)(C1=CC=C(C=C1)C(C)C)O 4-(3-{5-[(R)-(1,3-Dimethyl-azetidin-3-yl)-hydroxy-(4-isopropyl-phenyl)-methyl]-pyridin-3-yl}-[1,2,4]oxadiazol-5-yl)-1-methyl-piperidine-2,6-dione